ClC1=CC=C(C=C1)CCC(=O)N[C@@H](C(C)C)C(=O)N[C@H](CCC(=O)OCC)C(=O)OCC Diethyl (3-(4-chlorophenyl)propanoyl)-L-valyl-D-glutamate